C(C(C)C)(=O)O r-isobutyric acid